N-[(2S)-1-[4-(2-Cyanoacetyl)piperazin-1-yl]-5-[[(1R,2S)-2-(4-fluorophenyl)cyclopropyl]amino]-1-oxopentan-2-yl]-4-(pyrimidin-2-yl)benzamide C(#N)CC(=O)N1CCN(CC1)C([C@H](CCCN[C@H]1[C@@H](C1)C1=CC=C(C=C1)F)NC(C1=CC=C(C=C1)C1=NC=CC=N1)=O)=O